O=C1NC(CCC1C1=CC(=C(C=C1)N1CCN(CC1)CC1CCC(CC1)NC(OC(C)(C)C)=O)C)=O tert-butyl N-[4-[[4-[4-(2,6-dioxo-3-piperidyl)-2-methyl-phenyl] piperazin-1-yl]methyl]cyclohexyl]carbamate